4-(1H-pyrrolo[2,3-b]pyridin-4-yl)-6-[3-(trifluoromethyl)morpholin-4-yl]-1H-pyridin-2-one N1C=CC=2C1=NC=CC2C2=CC(NC(=C2)N2C(COCC2)C(F)(F)F)=O